[Si](C)(C)(C(C)(C)C)OCCCOC1=NN(C(=C1[N+](=O)[O-])C)C=1C(=NC=CC1)OC.[Br].[Se].[B].[Ba].[Cs] cesium-barium-boron-selenium bromine 3-(3-(3-((tert-butyldimethylsilyl)oxy)propoxy)-5-methyl-4-nitro-1H-pyrazol-1-yl)-2-methoxypyridine